N-(4-chloropyridin-2-yl)cyclopropylcarboxamide ClC1=CC(=NC=C1)NC(=O)C1CC1